COC(=O)C1CCC(CC1)O (1s,4s)-methyl-4-hydroxycyclohexanecarboxylate